Tert-butyl 3-((1-((7-((4-chlorobenzyl)carbamoyl)-1,6-dioxo-3,4-dihydro-1H-pyrido[1,2-a]pyrazin-2(6H)-yl)methyl)cyclopropyl)sulfonyl)pyrrolidine-1-carboxylate ClC1=CC=C(CNC(=O)C2=CC=C3N(CCN(C3=O)CC3(CC3)S(=O)(=O)C3CN(CC3)C(=O)OC(C)(C)C)C2=O)C=C1